CC1(NC2=CC=CC(=C2CC1)C1=NC=CC=C1)C 2,2-dimethyl-5-(pyridin-2-yl)-1,2,3,4-tetrahydroquinoline